BrC1=C(CC2CN(C[C@@H](O2)C)CC2=CC=C(C=C2)OC)C(=CC(=C1)Cl)F (6S)-2-(2-bromo-4-chloro-6-fluorobenzyl)-4-(4-methoxybenzyl)-6-methylmorpholine